C(C)(C)C1=CC=C(C=C1)C=1N=C(C=C2C1OCC2)N 7-(4-isopropylphenyl)-2,3-dihydrofuro[2,3-c]pyridin-5-amine